4-[6-(2-chloro-5-methoxy-phenyl)-2,4-dioxo-1H-thieno[3,2-d]pyrimidin-3-yl]-3-methyl-thieno[2,3-c]pyridine-2-carboxylic acid ethyl ester C(C)OC(=O)C1=C(C=2C(=CN=CC2N2C(NC3=C(C2=O)SC(=C3)C3=C(C=CC(=C3)OC)Cl)=O)S1)C